N1C=C(C2=CC=CC=C12)CCN1C(=C(C=C1C)C=O)C 1-[2-(1H-indol-3-yl)-ethyl]-2,5-dimethyl-1H-pyrrole-3-formaldehyde